BrC1=C(C=C(OC2=C(C#N)C=CC=C2)C=C1)C (4-bromo-3-methyl-phenoxy)benzonitrile